C(=O)C1=C2C(=C3CCCOC3=C1O)C(=C(C(O2)=O)CC(=O)NCCN2CCOCC2)C 2-(5-formyl-6-hydroxy-1-methyl-3-oxo-3,8,9,10-tetrahydropyrano[3,2-f]chromen-2-yl)-N-(2-morpholinoethyl)acetamide